5-chloro-4-fluoro-pyridin-3-amine ClC=1C(=C(C=NC1)N)F